C1(CC1)[C@@H]1C[C@@H](CN(C1)C1=C2N=CC=NC2=C(C=C1)C(F)(F)F)N cis-5-cyclopropyl-1-[8-(trifluoromethyl)quinoxalin-5-yl]Piperidin-3-amine